C(CCCCCCCCCCC)S dodecaanethiol